3-bromo-6-fluoro-1,2-dimethylquinolin-4(1H)-one BrC1=C(N(C2=CC=C(C=C2C1=O)F)C)C